(E)-3-((1H-indazol-6-yl)methylene)indol-2-one N1N=CC2=CC=C(C=C12)\C=C/1\C(NC2=CC=CC=C12)=O